cis-9-trans-12-tetradecadienyl-pyran C=C\C=C/CCCCCCCC(CC)C1OC=CC=C1